ClC1=C(C=CC(=C1)OC(F)(F)F)NC(C=1C(O)=CC=C(C1)Cl)=O N-(2-chloro-4-trifluoromethoxyphenyl)-5-chlorosalicylamide